3,5-bis(trifluoromethyl)benzyl (E)-(5-(3-(hydroxyamino)-3-oxoprop-1-en-1-yl)-2,3-dihydro-1H-inden-1-yl)carbamate ONC(/C=C/C=1C=C2CCC(C2=CC1)NC(OCC1=CC(=CC(=C1)C(F)(F)F)C(F)(F)F)=O)=O